2,2'-((oxybis(ethane-2,1-diyl))bis(oxy))diacetic acid O(CCOCC(=O)O)CCOCC(=O)O